(2R,3R)-p-methylsulfonylphenyl-serine CS(=O)(=O)C1=CC=C(C=C1)N[C@H](CO)C(=O)O